COC1=CC=C(C=C1)C1=C(C(N(N=C1C1=CC=C(C=C1)OC)CCC)=O)C#N 2,3-dihydro-5,6-bis(4-methoxyphenyl)-3-oxo-2-propyl-4-pyridazinecarbonitrile